(S)-3-(1-hydroxy-prop-2-yl)-6,8-bis(pyridin-4-yl)pyrido[3,4-d]pyrimidin-4(3H)-one OC[C@H](C)N1C=NC2=C(C1=O)C=C(N=C2C2=CC=NC=C2)C2=CC=NC=C2